C[Si](C)(C)C#CC=1C(=NC=CN1)N 3-((trimethylsilyl)ethynyl)pyrazin-2-amine